OCCC1CCN(CC1)C1=C2C=CN(C2=CC=C1)[C@@H]1C(NC(CC1)=O)=O (3S)-3-[4-[4-(2-hydroxyethyl)-1-piperidinyl]indol-1-yl]piperidine-2,6-dione